S(C1=CC(=C(C=C1C)O)C(C)(C)C)C1=CC(=C(C=C1C)O)C(C)(C)C 4,4'-thiobis[2-(1,1-dimethylethyl)-5-methylphenol]